6-(6-((2-amino-2-oxo-1-phenylethyl)thio)-3,5-dicyano-4-ethylpyridin-2-yl)hexahydropyrrolo[3,4-b][1,4]Oxazine-4(4aH)-carboxylic acid tert-butyl ester C(C)(C)(C)OC(=O)N1C2C(OCC1)CN(C2)C2=NC(=C(C(=C2C#N)CC)C#N)SC(C(=O)N)C2=CC=CC=C2